C(C)(C)(C)OC(=O)C1N(CC(C1)O)C([C@H](C(C)C)C1=CC(=NO1)N1CCC(CC1)C=O)=O 1-[(2R)-2-[3-(4-formyl-1-piperidinyl)isoxazol-5-yl]-3-methyl-butyryl]-4-hydroxy-pyrrolidine-2-carboxylic acid tert-butyl ester